6-[3-(Difluoromethoxy)-4-fluoro-phenyl]-1-[(6-methylpyrimidin-4-yl)methyl]pyrazolo[4,3-b]pyridine FC(OC=1C=C(C=CC1F)C=1C=C2C(=NC1)C=NN2CC2=NC=NC(=C2)C)F